(P)-1-(5-fluoro-4-(3-hydroxy-3-(trifluoromethyl)cyclobutyl)-2-methoxyphenyl)-N-(isoxazol-3-yl)-N-(4-methoxybenzyl)-2-oxo-1,2-dihydroquinoline-6-sulphonamide FC=1C(=CC(=C(C1)N1C(C=CC2=CC(=CC=C12)S(=O)(=O)N(CC1=CC=C(C=C1)OC)C1=NOC=C1)=O)OC)C1CC(C1)(C(F)(F)F)O